N1=C(C=CC=C1CN(CC1=CC=CC(=N1)C(=O)O)CC1=CC=CC(=N1)C(=O)O)CN(CC1=CC=CC(=N1)C(=O)O)CC1=CC=CC(=N1)C(=O)O 6,6',6'',6'''-(((pyridine-2,6-diylbis(methylene))bis(azanetriyl))-tetrakis(methylene))tetrapicolinic acid